4-methyl-2-(2H-1,2,3-triazol-2-yl)benzoic acid CC1=CC(=C(C(=O)O)C=C1)N1N=CC=N1